C1(=CC(=CC=C1)C[C@@H]1[C@]2(CCOC(N2)=O)CCCN1C(=O)OC)C1=CC=CC=C1 Methyl (6R,7R)-7-({[1,1'-biphenyl]-3-yl}methyl)-2-oxo-3-oxa-1,8-diazaspiro[5.5]undecane-8-carboxylate